(5-FLUORO-2-[(3-FLUOROPHENYL)METHOXY]PHENYL)BORANEDIOL FC=1C=CC(=C(C1)B(O)O)OCC1=CC(=CC=C1)F